OCC1CN(CC(N1)C=1C(=C2COC(C2=CC1)=O)C)CC=1N=NN(C1)C1=CC(=C(C=N1)C#N)C 6-(4-((3-(hydroxymethyl)-5-(4-methyl-1-oxo-1,3-dihydroisobenzofuran-5-yl)piperazin-1-yl)methyl)-1H-1,2,3-triazol-1-yl)-4-methylpyridine-3-carbonitrile